potassium diformylurea C(=O)NC(NC=O)=O.[K]